N1C(=NC=C1)CC(=O)O (s)-IMIDAZOLEACETIC ACID